4-(2-(5-chloro-3-(methoxycarbonyl)-1H-pyrazol-1-yl)ethyl)piperidine-1-carboxylic acid tert-butyl ester C(C)(C)(C)OC(=O)N1CCC(CC1)CCN1N=C(C=C1Cl)C(=O)OC